O1CCN(CC1)C1=CC=CC=2N(C=NC21)C(=O)NCCCCC2=CC=CC=C2 4-Morpholino-N-(4-phenylbutyl)-1H-benzo[d]imidazole-1-carboxamide